CN1CCN(CC1)CC1=C(C=C(C=C1)N1CCC2=CC=C(C=C12)C(=O)N)C(F)(F)F (4-((4-methylpiperazin-1-yl)methyl)-3-(trifluoromethyl)phenyl)indoline-6-carboxamide